C(CCCCCCC)OC=1C=C(C=C(C1)OCCCCCCCC)C=1C2=CC=C(N2)C(=C2C=CC(C(=C3C=CC(=C(C=4C=CC1N4)P(=O)(OCC)OCC)N3)C3=CC(=CC(=C3)OCCCCCCCC)OCCCCCCCC)=N2)P(=O)(OCC)OCC 5,15-bis(3,5-dioctyloxyphenyl)-10,20-bis(diethoxyphosphoryl)porphyrin